tert-butyl N-[(9R,10E,13S)-3,9-dimethyl-8-oxo-3,4,7,18-tetraazatricyclo[12.3.1.02,6]octadeca-1(18),2(6),4,10,14,16-hexaen-13-yl]carbamate CN1C=2C=3C=CC=C([C@H](C/C=C/[C@H](C(NC2C=N1)=O)C)NC(OC(C)(C)C)=O)N3